N-(cis-4-(difluoromethoxy)cyclohexyl)-5-(imidazo[1,2-a]pyridin-6-yl)pyrrolo[2,1-f][1,2,4]triazin-2-amine FC(O[C@H]1CC[C@H](CC1)NC1=NN2C(C=N1)=C(C=C2)C=2C=CC=1N(C2)C=CN1)F